7-[(8aS)-10-acryloyl-6-chloro-4-fluoro-8,8a,9,10,11,12-hexahydropyrazino[2',1':3,4][1,4]oxazepino[5,6,7-de]quinazolin-5-yl]-6-methyl-2,3-dihydro-1H-isoindol-1-one C(C=C)(=O)N1C[C@H]2COC=3C4=C(N=CN=C4C(=C(C3Cl)C=3C(=CC=C4CNC(C34)=O)C)F)N2CC1